tert-butyl-1-(2-((2-((3-chloro-2-fluorobenzyl)amino)-2-oxoethyl)(3,3-difluorocyclobutyl)amino)-2-oxoethyl)-1H-indazole-3-carboxamide C(C)(C)(C)C1=C2C(=NN(C2=CC=C1)CC(=O)N(C1CC(C1)(F)F)CC(=O)NCC1=C(C(=CC=C1)Cl)F)C(=O)N